(R)-methyl-3-aminobutyrate hydrochloride Cl.COC(C[C@@H](C)N)=O